Oxo-7'-(benzenesulfonyl)-1',3',4',7'-tetrahydrospiro[cyclopentane-1,2'-pyrrolo[3',2':5,6]Pyrido[3,4-b]pyrazine]-3-carbonitrile O=C1C2(NC3=C(N1)C=NC1=C3C=CN1S(=O)(=O)C1=CC=CC=C1)CC(CC2)C#N